NC1=C2C(=NC=N1)N(N=C2C=2NC1=CC(=CC=C1C2Cl)C(=O)N(C)C)C(C)(C)C 2-(4-Amino-1-tert-butyl-pyrazolo[3,4-d]pyrimidin-3-yl)-3-chloro-N,N-dimethyl-1H-indole-6-carboxamide